C(C1=CC=CC=C1)NC1=C(C=CC=C1)C=1C=CC(=[N+](C1)[O-])C(N[C@H]1CS(C=C1)(=O)=O)=O (R)-5-(2-(benzylamino)phenyl)-2-((1,1-dioxido-2,3-dihydrothiophen-3-yl)carbamoyl)pyridine 1-oxide